N-(3-methyl-4-((1-methyl-1H-benzo[d][1,2,3]triazol-5-yl)oxy)phenyl)-6-(1,2,3,6-tetrahydropyridin-4-yl)pyrido[3,2-d]pyrimidin-4-amine CC=1C=C(C=CC1OC1=CC2=C(N(N=N2)C)C=C1)NC=1C2=C(N=CN1)C=CC(=N2)C=2CCNCC2